FC(C(=CC)NC=1C(=C(N=NC1)C(=O)NC([2H])([2H])[2H])NC1=C(C(=CC=C1)C1=NN(C=N1)C)OC)F ((1,1-difluorobut-2-en-2-yl)amino)-4-((2-methoxy-3-(1-methyl-1H-1,2,4-triazol-3-yl)phenyl)amino)-N-(methyl-d3)pyridazine-3-carboxamide